4,6-dichloro-7-(2,4,5-trichlorophenoxy)-2-trifluoromethylbenzimidazole ClC1=CC(=C(C=2N=C(NC21)C(F)(F)F)OC2=C(C=C(C(=C2)Cl)Cl)Cl)Cl